4-methoxybicyclo[3.2.1]-3-octen-2-one COC1=CC(C2CCC1C2)=O